(R)-7-(2-Methyl-3-(4-(trifluoromethyl)phenyl)propyl)-2-thia-7-azaspiro[3.5]nonane 2,2-dioxide C[C@@H](CN1CCC2(CS(C2)(=O)=O)CC1)CC1=CC=C(C=C1)C(F)(F)F